C(C)(C)C1=CC(=NN1)C(=O)N1C[C@H]2C([C@H]2C1)C(=O)N (1r,5s,6r)-3-[(5-isopropyl-1H-pyrazol-3-yl)carbonyl]-3-azabicyclo[3.1.0]hexane-6-carboxamide